BrC1=C(C(=C(C2=C1OCO2)C(=O)OC(C)(C)C)NC(=O)OC(C)(C)C)F tert-butyl 7-bromo-5-((tert-butoxycarbonyl)amino)-6-fluorobenzo[d][1,3]dioxole-4-carboxylate